N1(CCCC2=NC=C(C=C12)C(=O)OC)C(=O)OC(C)(C)C 1-tert-butyl 7-methyl 1,2,3,4-tetrahydro-1,5-naphthyridine-1,7-di-carboxylate